CN1CC(C1)(C)[C@@](C=1C=C(C=NC1)C1=NOC(=N1)C(C)(C)O)(C1=CC=C(C=C1)C(C([2H])([2H])[2H])C([2H])([2H])[2H])O 2-(3-(5-((1R)-(1,3-dimethylazetidin-3-yl)(hydroxy)(4-(propan-2-yl-1,1,1,3,3,3-d6)phenyl)methyl)pyridin-3-yl)-1,2,4-oxadiazol-5-yl)propan-2-ol